C1CCC(CC1)(C#N)N=NC2(CCCCC2)C#N 1,1-Azobis(cyanocyclohexane)